1-(6-(2-HYDROXYPHENYL)PYRIDAZIN-4-YL)-4-(3-METHOXYPHENYL)PIPERIDINE-4-CARBOXYLIC ACID OC1=C(C=CC=C1)C1=CC(=CN=N1)N1CCC(CC1)(C(=O)O)C1=CC(=CC=C1)OC